C1(CC1)C=1OC(=NN1)N1[C@@H](C2=C(CC1)NC=N2)C2=NN1C(C(=CC=C1)C(F)(F)F)=C2 (S)-2-cyclopropyl-5-(4-(4-(trifluoromethyl)pyrazolo[1,5-a]pyridin-2-yl)-6,7-dihydro-1H-imidazo[4,5-c]pyridin-5(4H)-yl)-1,3,4-oxadiazole